(5-{[2-(4-chlorophenyl)imidazo[1,2-a]pyridin-3-yl]-methyl}-2,5-diazabicyclo[2.2.2]oct-2-yl)-(cyclohexyl)methanone ClC1=CC=C(C=C1)C=1N=C2N(C=CC=C2)C1CN1C2CN(C(C1)CC2)C(=O)C2CCCCC2